indium sorbate C(\C=C\C=C\C)(=O)[O-].[In+3].C(\C=C\C=C\C)(=O)[O-].C(\C=C\C=C\C)(=O)[O-]